N-(4-(benzyloxy)-2-hydroxybutyl)-4-methylbenzenesulfonamide C(C1=CC=CC=C1)OCCC(CNS(=O)(=O)C1=CC=C(C=C1)C)O